FC(C=1C=C2C(=NC1)NN=C2C(=O)N)(F)F 5-(trifluoromethyl)-1H-pyrazolo[3,4-b]Pyridine-3-carboxamide